NC1=NC(=C(C=C1C(=O)NCC1=CC=C(C=C1)O[C@@H](C(F)(F)F)C)N1N=C(N=C1)C(F)(F)F)N 2,6-diamino-5-[3-(trifluoromethyl)-1H-1,2,4-triazol-1-yl]-N-(4-{[(2R)-1,1,1-trifluoropropan-2-yl]oxy}benzyl)pyridine-3-carboxamide